2-ethyl-1'-(isoxazol-3-ylmethyl)-2'-methyl-spiro[6,7-dihydrothieno[3,2-c]pyran-4,4'-piperidine] C(C)C1=CC2=C(CCOC23CC(N(CC3)CC3=NOC=C3)C)S1